C[SiH](C1=CC=C(C=C1)OC)C1=CC=C(C=C1)OC methylbis(4-methoxyphenyl)silane